O1CCN(CC1)[C@H](C)C1=CC=C(COC2=C3CN(C(C3=CC=C2)=O)C2CNCCC2)C=C1 3-(4-((4-((R)-1-morpholinoethyl)benzyl)oxy)-1-oxoisoindolin-2-yl)piperidine